2-(4-(3-isopropyl-2-(7-methylthiazolo[5,4-b]pyridin-5-yl)-1H-indol-5-yl)piperidin-1-yl)-N,N-dimethylacetamide C(C)(C)C1=C(NC2=CC=C(C=C12)C1CCN(CC1)CC(=O)N(C)C)C1=CC(=C2C(=N1)SC=N2)C